AdenineCitric acid N1=C(N=C2N=CNC2=C1N)C(C(CC(=O)O)(O)C(=O)O)C(=O)O